C(CCCCCCCCCC)OP(O)(O)=O n-undecyl-phosphoric acid